N-((cis)-4-ethyl-4-hydroxycyclohexyl)-2-(1H-imidazol-1-yl)-6,7-dihydro-5H-cyclopenta[d]pyrimidine-4-carboxamide C(C)C1(CCC(CC1)NC(=O)C=1C2=C(N=C(N1)N1C=NC=C1)CCC2)O